C1(CCCCC1)NC(=O)C1=CC=C(C=C1)NC1=NC(=NC=C1F)NC1=CC=C(C(=O)OC)C=C1 methyl 4-((4-((4-(cyclohexylcarbamoyl)phenyl)amino)-5-fluoropyrimidin-2-yl)amino)benzoate